C(#N)C=1C=CC(=C(C1)C1=CC(=NC=C1C(=O)O)C)C1CC1 4-(5-cyano-2-cyclopropylphenyl)-6-methylnicotinic acid